[Si](C)(C)(C(C)(C)C)OC=1C=C2C(=NN(C2=CC1)C1OCCCC1)C=1C=NN(C1)CCCOCCCO 3-[3-(4-{5-[(tert-butyldimethylsilyl)oxy]-1-(oxan-2-yl)-1H-indazol-3-yl}-1H-pyrazol-1-yl)propoxy]propan-1-ol